tert-butyl N-[(E)-(4-methoxyphenyl)methyleneamino]-N-(trideuteriomethyl)carbamate COC1=CC=C(C=C1)\C=N\N(C(OC(C)(C)C)=O)C([2H])([2H])[2H]